CC([C@@H](C(=O)N1[C@@H]([C@H]2C([C@H]2C1)(C)C)C(=O)OC(C)(C)C)NC=1SC=CN1)(C)C tert-butyl (1R,2S,5S)-3-[(2S)-3,3-dimethyl-2-(thiazol-2-ylamino)butanoyl]-6,6-dimethyl-3-azabicyclo[3.1.0]hexane-2-carboxylate